2-(difluoromethyl)-2H-thieno[3,2-c]pyrazole-5-carboxylic acid FC(N1N=C2C(=C1)SC(=C2)C(=O)O)F